CC1=C(C=O)C=CC(=C1OC)OCC\C=C\CC (E)-methyl-4-(hex-3-en-1-yloxy)-3-methoxybenzaldehyde